3-(2-{[(2R,7aS)-2-fluoro-hexahydro-1H-pyrrolizin-7a-yl]methoxy}-7-(8-ethynyl-7-fluoro-3-hydroxynaphthalen-1-yl)-8-fluoropyrido[4,3-d]pyrimidin-4-yl)-3-azabicyclo[3.3.1]nonan-9-ol F[C@@H]1C[C@@]2(CCCN2C1)COC=1N=C(C2=C(N1)C(=C(N=C2)C2=CC(=CC1=CC=C(C(=C21)C#C)F)O)F)N2CC1CCCC(C2)C1O